(2S)-4-[(tert-butoxy)carbonyl]-1-(6-{[6-(2-methylphenyl)-5-(trifluoromethyl)pyridin-2-yl]sulfamoyl}pyridin-2-yl)piperazine-2-carboxylic acid C(C)(C)(C)OC(=O)N1C[C@H](N(CC1)C1=NC(=CC=C1)S(NC1=NC(=C(C=C1)C(F)(F)F)C1=C(C=CC=C1)C)(=O)=O)C(=O)O